N-(4-((7-chloro-1-methyl-2-((1-(methyl-d3)-2-oxo-5-(trifluoromethyl)-1,2-dihydropyridin-3-yl)amino)-1H-imidazo[4,5-b]pyridin-6-yl)oxy)pyridin-2-yl)acetamide ClC1=C2C(=NC=C1OC1=CC(=NC=C1)NC(C)=O)N=C(N2C)NC=2C(N(C=C(C2)C(F)(F)F)C([2H])([2H])[2H])=O